COC1=C(C=CC(=C1)OC)CNC1=NN=C(C2=CC(=CC=C12)C1=C(C(=CC(=C1)B1OC(C(O1)(C)C)(C)C)C(F)(F)F)OC)C N-[(2,4-dimethoxyphenyl)methyl]-6-[2-methoxy-5-(4,4,5,5-tetramethyl-1,3,2-dioxaborolan-2-yl)-3-(trifluoromethyl)phenyl]-4-methylphthalazin-1-amine